2,3-dihydroxy-3-methyl-valeric acid OC(C(=O)O)C(CC)(C)O